diphenyl-4-(3-chlorophenyl)-5-(4-nitrophenyl)oxazole C1(=CC=CC=C1)C1(OC(=C(N1)C1=CC(=CC=C1)Cl)C1=CC=C(C=C1)[N+](=O)[O-])C1=CC=CC=C1